(R)-4-((1-(3-(difluoromethyl)-2-fluorophenyl)ethyl)amino)-6-(1-(2-methoxyacetyl)piperidin-4-yl)-2-methylpyrido[2,3-d]pyrimidin-7(8H)-one FC(C=1C(=C(C=CC1)[C@@H](C)NC=1C2=C(N=C(N1)C)NC(C(=C2)C2CCN(CC2)C(COC)=O)=O)F)F